ClC1=C(C=C(C=C1)OC)C1=C(C2=C(N=C(N=C2)NC2=CC=C(C=C2)N(C)CCN(C)C)N(C1=O)C)C#C[Si](C(C)C)(C(C)C)C(C)C 6-(2-chloro-5-methoxyphenyl)-2-[(4-{[2-(dimethylamino)ethyl](methyl)amino}phenyl)amino]-8-methyl-5-[2-(triisopropylsilyl)ethynyl]pyrido[2,3-d]pyrimidin-7-one